5-(4-(1H-pyrazol-1-yl)pyridazin-3-yl)pyrimidine-2,4(1H,3H)-dione N1(N=CC=C1)C1=C(N=NC=C1)C=1C(NC(NC1)=O)=O